O.O.P(=O)([O-])([O-])[O-].[O-2].[V+5] vanadium oxide phosphate dihydrate